ClC1=C(C=CC=C1Cl)C=1C=2N(C(=NC1C)N1CCC3(CC1)[C@@H](C1=CC=CC=C1C3)N)C=CN2 (S)-1'-(8-(2,3-dichlorophenyl)-7-methylimidazo[1,2-c]pyrimidin-5-yl)-1,3-dihydrospiro[inden-2,4'-piperidin]-1-amine